(R)-2-((1H-indol-2-yl)(2-methoxy-5-methylphenyl)methyl)isoindolin-1-one N1C(=CC2=CC=CC=C12)[C@H](N1C(C2=CC=CC=C2C1)=O)C1=C(C=CC(=C1)C)OC